C(C)(C)OC(C1=CC(=C(C(=C1)C1=NN(N=C1)C)OC)N)=O 3-amino-4-methoxy-5-(2-methyl-2H-1,2,3-triazol-4-yl)benzoic acid isopropyl ester